3-bromo-N-((5-methylthiophen-2-yl)methyl)benzamide BrC=1C=C(C(=O)NCC=2SC(=CC2)C)C=CC1